BrC=1C=C2C=CC=3N(C2=CC1)C(=C(C3C(=O)OC)C(=O)OC)C(C3=CC=C(C=C3)F)=O dimethyl 7-bromo-1-(4-fluorobenzoyl)pyrrolo[1,2-a]quinoline-2,3-dicarboxylate